P(=O)(OCCCCC1CCCCCCCCCCCCCC1)(OCC[N+](C)(C)C)[O-] 4-cyclopentadecylbutyl (2-(trimethylammonio)ethyl) phosphate